N-(5-(2-(((1r,4r)-4-aminocyclohexyl)amino)-8-ethylquinazolin-6-yl)-3-fluoro-pyridin-2-yl)-2-chlorobenzene-sulfonamide NC1CCC(CC1)NC1=NC2=C(C=C(C=C2C=N1)C=1C=C(C(=NC1)NS(=O)(=O)C1=C(C=CC=C1)Cl)F)CC